4-(3-cyano-6-(2-hydroxy-2-methylpropoxy)pyrazolo[1,5-a]pyridin-4-yl)-N-((6-methoxypyridin-3-yl)methyl)-1H-pyrazole-1-carboxamide hydrochloride Cl.C(#N)C=1C=NN2C1C(=CC(=C2)OCC(C)(C)O)C=2C=NN(C2)C(=O)NCC=2C=NC(=CC2)OC